(2R,5S)-1-t-butoxycarbonyl-2,5-dimethylpiperazine C(C)(C)(C)OC(=O)N1[C@@H](CN[C@H](C1)C)C